C(C(C)C)C=1N(C=C(N1)C(F)(F)F)C1=CC=C(C=C1)C1=CC(=C(C=C1)CO)S(=O)(=O)C (4'-(2-isobutyl-4-(trifluoromethyl)-1H-imidazol-1-yl)-3-(methylsulfonyl)-[1,1'-biphenyl]-4-yl)methanol